CC1(C(N(C=2C1=NC(=CC2)CC2=C(C(=C(OCC(=O)OC(C)(C)C)C=C2C)C)C)C2OCCCC2)=O)C tert-butyl 2-(4-[[3,3-dimethyl-1-(oxan-2-yl)-2-oxopyrrolo[3,2-b]pyridin-5-yl]methyl]-2,3,5-trimethylphenoxy)acetate